(R)-N-(3-(6-butyryl-4-methylpyridin-3-yl)-1-methyl-2-oxo-1,2-dihydro-1,6-naphthyridin-7-yl)-2,2-difluorocyclopropane-1-carboxamide C(CCC)(=O)C1=CC(=C(C=N1)C=1C(N(C2=CC(=NC=C2C1)NC(=O)[C@@H]1C(C1)(F)F)C)=O)C